1,7-dioxohept-4-ylcarbamic acid tert-butyl ester C(C)(C)(C)OC(NC(CCC=O)CCC=O)=O